ClC1=C2C(=CNC2=C(C=C1)NS(=O)(=O)C=1C=NN(C1)CC1(CCOCC1)O)C#N N-(4-chloro-3-cyano-1H-indol-7-yl)-1-[(4-hydroxytetrahydropyran-4-yl)methyl]pyrazole-4-sulfonamide